C(C(=C)C)(=O)OCCC[Si](OC)(OC)OC γ-(methacryloyloxy)propyl-trimethoxysilane